(4-(difluoromethyl)-5-((1-(methylsulfonyl)piperidin-4-yl)methoxy)pyridin-2-yl)methanol FC(C1=CC(=NC=C1OCC1CCN(CC1)S(=O)(=O)C)CO)F